(2-(3-cyclopropylmethoxy-4-difluoromethoxyphenyl)-2-hydroxyethyl)-2,6-dimethylpyridin-4(1H)-one C1(CC1)COC=1C=C(C=CC1OC(F)F)C(CN1C(=CC(C=C1C)=O)C)O